COC1=C(C2=C(C=C1)C1(CC1)CO2)S(=O)O 6-methoxy-2H-spiro[benzofuran-3,1'-cyclopropane]-7-sulfinic acid